Cyclohexanecarboxylic acid methylamide CNC(=O)C1CCCCC1